C1(=CC=CC=C1)C1=NOC(=N1)CN1C(C(C2=CC(=CC=C12)NC(CCC)=O)=O)=O N-(1-((3-phenyl-1,2,4-oxadiazol-5-yl)methyl)-2,3-diketoindol-5-yl)butanamide